6-(t-butyl)-2-naphthaldehyde C(C)(C)(C)C=1C=C2C=CC(=CC2=CC1)C=O